N-(2-{6-[(1E)-(methoxyimino)ethyl]pyridin-2-yl}-2-(1-methylpyrazol-4-yl)propyl)-5-(2,4-difluorophenyl)isoxazole-3-carboxamide CON=CCC1=CC=CC(=N1)C(CNC(=O)C1=NOC(=C1)C1=C(C=C(C=C1)F)F)(C)C=1C=NN(C1)C